CC1=C(C(=O)NC(C)C2=CC(=CC(=C2)C=2SC=CC2)C=2C=NN(C2)C)C=C(C=C1)N1CCNCC1 2-methyl-N-(1-(3-(1-methyl-1H-pyrazol-4-yl)-5-(thiophen-2-yl)phenyl)ethyl)-5-(piperazin-1-yl)benzamide